5-hydroxypiperidine-1-carboxylate OC1CCCN(C1)C(=O)[O-]